3-bromo-1-oxa-2,8-diazaspiro[4.5]dec-2-ene BrC1=NOC2(C1)CCNCC2